C(C)OC(=O)C1=CC2=C(N=CN2CC2OCC2)S1 1-(oxetan-2-ylmethyl)-1H-thieno[2,3-d]Imidazole-5-carboxylic acid ethyl ester